1-methyl-7-[4-(4-methylpiperazin-1-yl)anilino]-3-[(2S,4S)-2-methyl-1-prop-2-enoyl-3,4-dihydro-2H-quinolin-4-yl]-4H-pyrimido[4,5-d]pyrimidin-2-one CN1C(N(CC=2C1=NC(=NC2)NC2=CC=C(C=C2)N2CCN(CC2)C)[C@H]2C[C@@H](N(C1=CC=CC=C21)C(C=C)=O)C)=O